Ethyl 2-(6-bromo-1-(cyclopropylmethyl)-1H-indol-2-yl)-3-methylpyrazolo[1,5-a]pyridine-6-carboxylate BrC1=CC=C2C=C(N(C2=C1)CC1CC1)C1=NN2C(C=CC(=C2)C(=O)OCC)=C1C